(4-(((1r,4r)-4-hydroxycyclohexyl)amino)-2-(methylthio)pyrimidin-5-yl)boronic acid OC1CCC(CC1)NC1=NC(=NC=C1B(O)O)SC